FC=1C=C(C2=C(N=CS2)C1)N1CC2(CN(C2)C(=O)C2(CC2)C(F)(F)F)[C@@H](C1)C(=O)[O-] (S)-6-(5-fluoro-1,3-benzothiazol-7-yl)-2-[1-(trifluoromethyl)cyclopropanecarbonyl]-2,6-diazaspiro[3.4]octane-8-carboxylate